C(C)OOC(CCCCCC(C)(C)C)=O ethylperoxyneodecanoate